C(#N)C=1C=C(C=CC1)C=1C=C2C=CN(C2=C(C1)C(=O)N[C@H](C)C1=CC=C(C(=O)O)C=C1)CC1=CC=C(C=C1)C(F)(F)F (R)-4-(1-(5-(3-cyanophenyl)-1-(4-(trifluoromethyl)benzyl)-1H-indole-7-carboxamido)ethyl)benzoic acid